oxobis(1-phenyl-1,3-butanedione) vanadium (IV) [V+4].O(C(C(=O)C1=CC=CC=C1)C(C)=O)C(C(=O)C1=CC=CC=C1)C(C)=O